6-bromo-2,3-difluorophenyl sulfide BrC1=CC=C(C(=C1SC1=C(C(=CC=C1Br)F)F)F)F